2-[[4-[5-(trifluoromethyl)-1,2,4-oxadi-azol-3-yl]phenyl]methyl]isoxazolidin-3-one FC(C1=NC(=NO1)C1=CC=C(C=C1)CN1OCCC1=O)(F)F